N1(CCCC1)C1=CC=C(C=N1)C1CCN(CC1)C(=O)OC(C)(C)C tert-butyl 4-(6-(pyrrolidin-1-yl)pyridin-3-yl)piperidine-1-carboxylate